4-bromo-2,5-dimethoxy-phenethylamine BrC1=CC(=C(CCN)C=C1OC)OC